FC1=CC=C(OC=2SC(=C(N2)C)C(=O)OCC)C=C1 ethyl 2-(4-fluorophenoxy)-4-methylthiazole-5-carboxylate